2,6-dinitroethylbenzene [N+](=O)([O-])CCC1=CC=CC=C1[N+](=O)[O-]